NC=1N=CC(=NC1Cl)C=1C=C2CC(N(C2=CC1)C)=O 5-(5-amino-6-chloropyrazin-2-yl)-1-methylindolin-2-one